C12(CC3CC(CC(C1)C3)C2)NCC2=CC=C(CSC3N(CC1=CC=C(C=C31)F)C3C(NC(CC3)=O)=O)C=C2 ((4-(((adamantan-1-yl)amino)methyl)benzyl)thio)-2-(2,6-dioxopiperidin-3-yl)-6-fluoroIsoindoline